FC1=C(CN2[C@@H](CCC2=O)CC(=O)NC(C(=O)NCC2=CC=C(C=C2)F)C(C)C)C=CC=C1F 2-(2-((S)-1-(2,3-Difluorobenzyl)-5-oxopyrrolidin-2-yl)acetamido)-N-(4-fluorobenzyl)-3-methylbutanamide